BrC=1C(=NC=C(C1)F)C1(CCN(CC1)C(=O)OC(C)(C)C)F tert-butyl 4-(3-bromo-5-fluoro-2-pyridyl)-4-fluoro-piperidine-1-carboxylate